[Ru+2].N1=C(N=C(C=C1)C(=O)[O-])C1=NC=CC=N1.N1=C(N=C(C=C1)C(=O)[O-])C1=NC=CC=N1 bis(2,2'-bipyrimidinyl-4,4'-carboxylate) ruthenium (II)